tricyclo(5.2.1.0(2,6))decanedimethanol C1C(CC2C1C3CC(C2C3)CO)CO